4,8-bis(2-methoxyphenyl)-2,3,6,7-tetrahydro-s-indacene-1,5-dione COC1=C(C=CC=C1)C1=C2CCC(C2=C(C=2CCC(C12)=O)C1=C(C=CC=C1)OC)=O